C1CCC2=C(C=3CCCC3C=C12)NC(=O)N=[S@](=O)(N)C=1C=NC(=CC1)C(C)C (R)-N'-((1,2,3,5,6,7-hexahydro-s-indacen-4-yl)carbamoyl)-6-isopropyl-pyridine-3-sulfonimidamide